N1C=NC2=C1C=CC=C2N2C[C@@H](O[C@@H](C2)C)C (2S,6R)-4-(1H-benzo[d]imidazol-4-yl)-2,6-dimethylmorpholine